methyl cyclobutylbenzoate C1(CCC1)C1=C(C(=O)OC)C=CC=C1